2-bromo-5-(trifluoromethylphenyl)pyrimidine 2,4-dichlorophenyl-1-pyrrolidinecarboxylate ClC1=C(C=CC(=C1)Cl)OC(=O)N1CCCC1.BrC1=NC=C(C=N1)C1=C(C=CC=C1)C(F)(F)F